COC(C[C@H](C#CC)C1=CC=C(C=C1)O[C@@H]1CCC2=C(C=CC(=C12)F)C1=NC=C(C=C1)OCC1(COC1)C)=O (S)-3-(4-(((R)-7-fluoro-4-(5-((3-methyloxetan-3-yl)methoxy)pyridin-2-yl)-2,3-dihydro-1H-inden-1-yl)oxy)phenyl)hex-4-ynoic acid methyl ester